3-Methylthieno[2,3-c]Pyridine 6-Oxide CC1=CSC2=C[N+](=CC=C21)[O-]